N-(1-((1s,2r)-2-fluorocyclopropyl)-2-oxo-1,2-dihydropyridin-3-yl)-6-isopropoxy-2-(1-methyl-2-oxabicyclo[2.1.1]hex-4-yl)-2H-pyrazolo[3,4-b]pyridine-5-carboxamide F[C@H]1[C@H](C1)N1C(C(=CC=C1)NC(=O)C1=CC=2C(N=C1OC(C)C)=NN(C2)C21COC(C2)(C1)C)=O